C[C@H]1N(CC(C1)=CB1OC(C(O1)(C)C)(C)C)C(=O)OC(C)(C)C tert-butyl (R)-2-methyl-4-((4,4,5,5-tetramethyl-1,3,2-dioxaborolan-2-yl)methylene)pyrrolidine-1-carboxylate